Benzyl (2S,5R)-5-ethyl-4-(2-hydroxy-1-(4-(trifluoromethyl)phenyl)ethyl)-2-methylpiperazine-1-carboxylate C(C)[C@H]1N(C[C@@H](N(C1)C(=O)OCC1=CC=CC=C1)C)C(CO)C1=CC=C(C=C1)C(F)(F)F